benzyl (((1S,6R,7S)-3-(3-iodo-1-(tetrahydro-2H-pyran-2-yl)-1H-pyrazolo[3,4-b]pyrazin-6-yl)-7-(4-methylthiazol-2-yl)-3-azabicyclo[4.1.0]heptan-7-yl)methyl)carbamate IC1=NN(C2=NC(=CN=C21)N2C[C@@H]1[C@]([C@@H]1CC2)(C=2SC=C(N2)C)CNC(OCC2=CC=CC=C2)=O)C2OCCCC2